5-fluoro-N-(1-methylsulfonyl-4-piperidyl)-4-[2-(4-pyridyl)-4-(trifluoromethyl)thiazol-5-yl]pyrimidin-2-amine FC=1C(=NC(=NC1)NC1CCN(CC1)S(=O)(=O)C)C1=C(N=C(S1)C1=CC=NC=C1)C(F)(F)F